((2-Bromo-3-chloro-5-fluorophenyl)ethynyl)trimethylsilane BrC1=C(C=C(C=C1Cl)F)C#C[Si](C)(C)C